C1CCC2=C(C=3CCCC3C=C12)NC(=O)N=[S@@](=O)(N)C=1OC=C(C1)C(C)(C)O |r| (S) and (R)-N'-((1,2,3,5,6,7-hexahydro-s-indacen-4-yl)carbamoyl)-4-(2-hydroxypropan-2-yl)furan-2-sulfonimidamide